3-bromo-1-chloro-fluoro-4-Iodo-2-(1-methylcyclopropyl)benzene BrC=1C(=C(C=C(C1I)F)Cl)C1(CC1)C